(4-(cyclohexylamino)piperazin-1-yl)-8-nitro-6-(trifluoromethyl)-4H-benzo[e][1,3]thiazin-4-one C1(CCCCC1)NN1CCN(CC1)C=1SC2=C(C(N1)=O)C=C(C=C2[N+](=O)[O-])C(F)(F)F